The molecule is a monocarboxylic acid anion that is the conjugate base of 12-[(9Z)-hexadecenoyloxy]octadecanoic acid, obtained by deprotonation of the carboxy group; major species at pH 7.3. It is a conjugate base of a 12-[(9Z)-hexadecenoyloxy]octadecanoic acid. CCCCCC/C=C\\CCCCCCCC(=O)OC(CCCCCC)CCCCCCCCCCC(=O)[O-]